C(C)(=O)N1CCN(CC1)S(=O)(=O)NC(NC1=C(C=C(C=C1C(C)C)F)C(C)C)=O 4-Acetyl-N-((4-fluoro-2,6-diisopropylphenyl)carbamoyl)-piperazin-1-sulfonamid